2,9-diazaspiro[5.5]undecane-4-carboxylic acid tert-butyl ester C(C)(C)(C)OC(=O)C1CNCC2(C1)CCNCC2